CC1=CC=2N(C=C1C1CCN(CC1)S(=O)(=O)C=1C=NN(C1C1CCNCC1)C)N=CN2 7-methyl-6-(1-((1-methyl-5-(piperidin-4-yl)-1H-pyrazol-4-yl)sulfonyl)piperidin-4-yl)-[1,2,4]triazolo[1,5-a]pyridine